C(C1=CC=CC=C1)OC1=NC(=CC=C1C1=NN(C2=CC(=CC=C12)N1CCN(CC1)C[C@@H]1[C@H](CN(CC1)C(=O)OC(C)(C)C)C)C)OCC1=CC=CC=C1 tert-butyl (3R,4S)-4-((4-(3-(2,6-bis(benzyloxy)pyridin-3-yl)-1-methyl-1H-indazol-6-yl)piperazin-1-yl)methyl)-3-methylpiperidine-1-carboxylate